(1-methyl-1H-imidazol-2-yl)pyrrolo[2,1-f][1,2,4]triazine CN1C(=NC=C1)C1=NN2C(C=N1)=CC=C2